OC1=C(C=CC(=C1)C(F)(F)F)C1=NNC(C2=CC=CC=C12)=O 4-[2-hydroxy-4-(trifluoromethyl)phenyl]-1(2H)-phthalazinone